(4-((5-chloro-4-(1-propyl-1H-pyrazol-4-yl)pyrimidin-2-yl)amino)-3-methoxyphenyl)(morpholino)methanone ClC=1C(=NC(=NC1)NC1=C(C=C(C=C1)C(=O)N1CCOCC1)OC)C=1C=NN(C1)CCC